tert-butyl 4-(4-bromophenyl)-4-methylpiperidine-1-carboxylate BrC1=CC=C(C=C1)C1(CCN(CC1)C(=O)OC(C)(C)C)C